N1(C=NC=C1)C1=NC=CC(=N1)C(=O)NC1CCC(CC1)C(=O)OC methyl (1r,4r)-4-(2-(1H-imidazol-1-yl)pyrimidine-4-carboxamido)cyclohexane-1-carboxylate